benzyl (1-(4,4-difluorocyclohexylidene)-2-((3-fluoro-4-(trimethylsilyl)phenyl)amino)-2-oxoethyl)carbamate FC1(CCC(CC1)=C(C(=O)NC1=CC(=C(C=C1)[Si](C)(C)C)F)NC(OCC1=CC=CC=C1)=O)F